S1C=NC2=C1C=C(C=C2)\C=C\2/N=C(NC2=O)NC2CCN(CC2)C (4Z)-4-(1,3-benzothiazol-6-ylmethylene)-2-[(1-methyl-4-piperidinyl)amino]-1H-imidazol-5-one